FC=1C=C(C=NC1)C1=NC(=C2N=CN(C2=N1)[C@H]1[C@@H]([C@@H]([C@H](O1)C(=O)NC)O)O)NCC1=CC(=CC=C1)C (2S,3S,4R,5R)-5-(2-(5-fluoropyridin-3-yl)-6-((3-methylbenzyl)amino)-9H-purin-9-yl)-3,4-dihydroxyl-N-methyltetrahydrofuran-2-carboxamide